ClCCCNC(CCCCC)=O N-(3-chloropropyl)hexanamide